S1C(OCC2=C1C=CC=C2)C=2C(=CC(=C(C2)O)OC)[N+](=O)[O-] 5-(2,4-dihydro-3,1-benzoxathiin-2-yl)-2-methoxy-4-nitrophenol